(diphenyltriazinyl)[bis(dimethylfluorenyl)dibenzothiophenyl]Benzene C1(=CC=CC=C1)C1=C(C(=NN=N1)C1=C(C=CC=C1)C1=C(C(=CC=2SC3=C(C21)C=CC=C3)C3=C(C(=CC=2C1=CC=CC=C1CC32)C)C)C3=C(C(=CC=2C1=CC=CC=C1CC32)C)C)C3=CC=CC=C3